5-O-methyl-naringenin COC=1C=2C(C[C@H](OC2C=C(C1)O)C1=CC=C(O)C=C1)=O